FC=1C=C(C=CC1OC(F)(F)F)CN1[C@H](CNCC1)CCO[Si](C(C)C)(C(C)C)C(C)C (2S)-1-{[3-fluoro-4-(trifluoromethoxy)phenyl]methyl}-2-(2-{[tris(propan-2-yl)silyl]oxy}ethyl)piperazine